tert-Butyl 3-(4-bromophenyl)hexahydrocyclopenta[b][1,4]oxazine-4(4aH)-carboxylate BrC1=CC=C(C=C1)C1N(C2C(OC1)CCC2)C(=O)OC(C)(C)C